(S)-(2-fluoro-4-((2-methoxy-3,5-dimethylpyridin-4-yl)carbamoyl)-5-((1,1,1-trifluoropropan-2-yl)oxy)phenyl)boronic acid FC1=C(C=C(C(=C1)C(NC1=C(C(=NC=C1C)OC)C)=O)O[C@H](C(F)(F)F)C)B(O)O